tert-butyl (4S)-4-(3-amino-2-((triisopropylsilyl)oxy)propyl)-2,2-dimethyloxazolidine-3-carboxylate NCC(C[C@@H]1N(C(OC1)(C)C)C(=O)OC(C)(C)C)O[Si](C(C)C)(C(C)C)C(C)C